ClC1=NC=C(C(=C1)C1=C(C=NC(=C1)C)C(=O)NC=1SC(=NN1)OCC1(CN(C1)C)F)OC 2'-chloro-N-(5-((3-fluoro-1-methylazetidin-3-yl)methoxy)-1,3,4-thiadiazol-2-yl)-5'-methoxy-6-methyl-(4,4'-bipyridine)-3-carboxamide